dimethyl-perfluorobutyramide 1,1,1,3,3,3-hexafluoropropan-2-yl-(+)-1-(5,6,7,8-tetrahydroimidazo[1,2-a]pyrazine-7-carbonyl)-6-azaspiro[2.5]octane-6-carboxylate FC(C(C(F)(F)F)OC(=O)N1CCC2(CC2C(=O)N2CC=3N(CC2)C=CN3)CC1)(F)F.CN(C(C(C(C(F)(F)F)(F)F)(F)F)=O)C